((((bicyclo[1.1.1]pentane-1,3-diylbis(methylene))bis(oxy))bis(ethane-2,1-diyl))bis(oxy))bis(ethane-2,1-diyl) dimethanesulfonate CS(=O)(=O)OCCOCCOCC12CC(C1)(C2)COCCOCCOS(=O)(=O)C